5-(1-carbamoyl-piperidin-4-yl)-1-methyl-4,5,6,7-tetrahydro-1H-imidazo[4,5-c]pyridine-2-carboxamide C(N)(=O)N1CCC(CC1)N1CC2=C(CC1)N(C(=N2)C(=O)N)C